N-(3-methyl-4-((5-phenyl-1H-pyrazol-3-yl)amino)phenyl)acetamide CC=1C=C(C=CC1NC1=NNC(=C1)C1=CC=CC=C1)NC(C)=O